N-[4-[2-[[4-(Dimethylamino)cyclohexyl]amino]-8-isopropyl-7-oxo-pteridin-6-yl]-2-fluoro-phenyl]-1-[1-(trifluoromethyl)cyclobutyl]methanesulfonamide CN(C1CCC(CC1)NC1=NC=2N(C(C(=NC2C=N1)C1=CC(=C(C=C1)NS(=O)(=O)CC1(CCC1)C(F)(F)F)F)=O)C(C)C)C